3-(bis(t-butoxycarbonyl)amino)-6-fluoro-2-methyl-4-(trifluoromethyl)benzoic acid methyl ester COC(C1=C(C(=C(C=C1F)C(F)(F)F)N(C(=O)OC(C)(C)C)C(=O)OC(C)(C)C)C)=O